ClC1=NC=C(C=C1)C1CC1 2-chloro-5-cyclopropylpyridine